2-(4-(3-methoxyoxetan-3-yl)phenyl)-2-methyl-1-(4-(4-(trifluoromethyl)phenoxy)piperidin-1-yl)propan-1-one COC1(COC1)C1=CC=C(C=C1)C(C(=O)N1CCC(CC1)OC1=CC=C(C=C1)C(F)(F)F)(C)C